[N+](=O)([O-])C1=C(C=C(C(=C1)[N+](=O)[O-])F)N[C@@H](C)C(=O)N (2,4-dinitro-5-fluorophenyl)-L-alaninamide